C(C)(C)(C)C1=CN=C(N1)C1=NC(=CC=C1)Cl 2-(5-Tert-butyl-1H-imidazol-2-yl)-6-chloropyridine